C(C)(C)(C)C=1C=C(C=C(C1)C(C)(C)C)C(C)(O)C1=CC=C(C#N)C=C1 4-[1-(3,5-di-tert-butylphenyl)-1-hydroxyethyl]benzonitrile